C(\C=C\C(=O)O)(=O)O.NCCS[P@](=O)(OC1=CC=CC=C1)N[C@@H](C)C(=O)OC(C)C isopropyl ((R)-((2-aminoethyl)thio)(phenoxy)phosphoryl)-L-alaninate, fumarate salt